(2-((2-((4-(2-amino-7-azaspiro[3.5]nonan-7-yl)-3-chlorophenyl)amino)-5-chloropyrimidin-4-yl)amino)phenyl)dimethylphosphine oxide NC1CC2(C1)CCN(CC2)C2=C(C=C(C=C2)NC2=NC=C(C(=N2)NC2=C(C=CC=C2)P(C)(C)=O)Cl)Cl